N-(cis-4-Methoxycyclohexyl)-5-(1-methyl-1H-benzo[d][1,2,3]triazol-6-yl)-7H-pyrrolo[2,3-d]pyrimidin-2-amine CO[C@H]1CC[C@H](CC1)NC=1N=CC2=C(N1)NC=C2C=2C=CC1=C(N(N=N1)C)C2